3,8,10-trihydroxy-1,7,10-trimethyl-9-oxo-9,10-dihydroanthracene-2-carboxic acid OC=1C(=C(C=2C(C3=C(C(=CC=C3C(C2C1)(C)O)C)O)=O)C)C(=O)O